FC1=CC(=CC2=CN(N=C12)C)C=1N=CC2=C(N1)SC(=C2)\C=C/2\CN(CC2)C(=O)OC(C)(C)C tert-butyl (E)-3-((2-(7-fluoro-2-methyl-2H-indazol-5-yl)thieno[2,3-d]pyrimidin-6-yl)methylene)pyrrolidine-1-carboxylate